3-[2-(2-methylprop-2-enoyloxy)ethylcarbamoylamino]propanoic acid CC(C(=O)OCCNC(=O)NCCC(=O)O)=C